(R)-2-((((9H-Fluoren-9-yl)methoxy)carbonyl)amino)-3-(((R)-1-(4-(3-azidopropyl)piperazin-1-yl)-1-oxo-3-sulfopropan-2-yl)amino)-3-oxopropane-1-sulfonic acid C1=CC=CC=2C3=CC=CC=C3C(C12)COC(=O)N[C@@H](CS(=O)(=O)O)C(=O)N[C@H](C(=O)N1CCN(CC1)CCCN=[N+]=[N-])CS(=O)(=O)O